6-tert-butyl-10-methoxy-9-(2-morpholinylpyrimidin-5-yl)-2-oxo-6,7-dihydro-2H-pyrido[2,1-a]isoquinoline-3-carboxylic acid C(C)(C)(C)C1N2C(C3=CC(=C(C=C3C1)C=1C=NC(=NC1)N1CCOCC1)OC)=CC(C(=C2)C(=O)O)=O